F[C@H]1C2=C([C@H]3CCCC(N3C1)=O)NC1=CC(=C(C(=C12)F)F)F (7S,12bR)-7,8,9,10-tetrafluoro-1H,2H,3H,4H,6H,7H,12H,12bH-indolo[2,3-a]quinolizin-4-one